γ-trimethoxysilyldodecylbutyltin oxide CO[Si](C(CC[Sn](CCCC)=O)CCCCCCCCC)(OC)OC